C(C)(C)(C)OC(=O)N([C@H]1CN(CC1)C=1C2=CN(N=C2C(=C(C1)F)C(=O)OC)CC)C methyl 4-[(3R)-3-[(tert-butoxycarbonyl)(methyl)amino]pyrrolidin-1-yl]-2-ethyl-6-fluoroindazole-7-carboxylate